ClC1=C(C=2C(=NC=CC2)N1)CC 2-chloro-3-ethyl-1H-pyrrolo[2,3-b]pyridin